(2R)-N-(4-cyclopropyl-2-fluoro-phenyl)-N-[2-[(4,4-difluorocyclohexyl)amino]-2-oxo-1-[4-(trifluoromethyl)-3-pyridyl]ethyl]-2-formyl-azetidine-1-carboxamide C1(CC1)C1=CC(=C(C=C1)N(C(=O)N1[C@H](CC1)C=O)C(C(=O)NC1CCC(CC1)(F)F)C=1C=NC=CC1C(F)(F)F)F